6-[(1S,2S)-2-[6-(2,4-dimethoxypyrimidin-5-yl)imidazo[1,2-b]pyridazin-8-yl]cyclopropyl]-4-(2,2,2-trifluoroethoxy)isoquinoline COC1=NC=C(C(=N1)OC)C=1C=C(C=2N(N1)C=CN2)[C@@H]2[C@H](C2)C=2C=C1C(=CN=CC1=CC2)OCC(F)(F)F